BrC=1C(=C(C=CC1)NC1=C(N=NC(=C1)Cl)C(=O)NC)OC 4-((3-bromo-2-methoxyphenyl)amino)-6-chloro-N-methylpyridazine-3-carboxamide